The molecule is the organophosphate oxoanion and tricarboxylic acid trianion formed from sarcinapterin by loss of a proton from the phospho group and from each of the three carboxy groups; major microspecies present at pH 7.3. It is an organophosphate oxoanion and a tricarboxylic acid trianion. It is a conjugate base of a sarcinapterin. CC1=C(N=C2C(=O)NC(=NC2=N1)N)[C@@H](C)NC3=CC=C(C=C3)C[C@@H]([C@@H]([C@@H](CO[C@@H]4[C@@H]([C@@H]([C@H](O4)COP(=O)([O-])O[C@@H](CCC(=O)[O-])C(=O)N[C@@H](CCC(=O)[O-])C(=O)[O-])O)O)O)O)O